(S)-4-acetamido-2-(((benzyloxy)carbonyl)amino)butyric acid C(C)(=O)NCC[C@@H](C(=O)O)NC(=O)OCC1=CC=CC=C1